C(=O)(OC(C)(C)C)N[C@@H](CC(C)C)C(=O)N Boc-leucine amide